N=C(NNC(=O)[C@@]1(COCC1)NC=1C=C(C(=O)OC(C)(C)C)C=CC1)C1=NC=NC=C1 |r| Racemic-tert-butyl 3-((3-(2-(imino(pyrimidin-4-yl)methyl)hydrazine-1-carbonyl)tetrahydrofuran-3-yl)amino)benzoate